C(C1=CC=CC=C1)C1=CC(=NC(=C1)C1=CC=C(C=C1)NC(CC)=O)NC1=NN(C(=C1)C)C(=O)OC(C)(C)C tert-butyl 3-((4-benzyl-6-(4-propionylaminophenyl) pyridin-2-yl) amino)-5-methyl-1H-pyrazole-1-carboxylate